C[N+](C)(C)C[C@@H](CC(=O)[O-])O L-(-)-carnitine